diallyl succinate (diallyl succinate) C(C=C)C(C(C(=O)O)CC=C)C(=O)O.C(CCC(=O)OCC=C)(=O)OCC=C